COCCOCC=1C=C2C=C(NC2=C(C1)[N+](=O)[O-])C1=CC=CC=C1 5-(2-Methoxyethoxymethyl)-7-nitro-2-phenyl-1H-indole